1,3-di-O-benzyl-6-O-(N-Boc-L-leucyl)-N-butyryl-glucosamine C(C1=CC=CC=C1)OC1[C@H](NC(CCC)=O)[C@@H](OCC2=CC=CC=C2)[C@H](O)[C@H](O1)COC([C@@H](NC(=O)OC(C)(C)C)CC(C)C)=O